6-bromo-1,1-dimethyl-3-tosylpyrrolo[1,2-a]quinolin-2(1H)-one BrC1=C2C=CC=3N(C2=CC=C1)C(C(C3S(=O)(=O)C3=CC=C(C)C=C3)=O)(C)C